1-(4-methoxyphenyl)ethylene COC1=CC=C(C=C1)C=C